CN(CCC1=CN(C2=CC=CC=C12)C(CCCCCCC\C=C/C\C=C/CCCCC)=O)C (9Z,12Z)-1-(3-(2-(Dimethylamino)ethyl)-1H-indol-1-yl)octadeca-9,12-dien-1-one